BrC1=C(C=CC=C1)/C=C/C(=O)N1CCN(CC1)C1CCCC1 (E)-3-(2-bromophenyl)-1-(4-cyclopentylpiperazin-1-yl)prop-2-en-1-one